bis(o-tolyl)-p-phenylenediamine C1(=C(C=CC=C1)NC1=CC=C(C=C1)NC1=C(C=CC=C1)C)C